CO[Si](CCCCCCCC[Si](C1=CC=CC=C1)(N1CCN(CC1)C)N1CCN(CC1)C)(OC)OC 1-trimethoxysilyl-8-bis(4-methylpiperazin-1-yl)phenylsilyloctane